2-(hydroxyamino)acetamide ONCC(=O)N